4-[1-(4-amino-3-methyl-1H-pyrazolo[3,4-d]pyrimidin-1-yl)ethyl]-6-chloro-2-[1-(cyclopropylsulfonyl)azetidin-3-yl]-3-methoxybenzonitrile NC1=C2C(=NC=N1)N(N=C2C)C(C)C2=C(C(=C(C#N)C(=C2)Cl)C2CN(C2)S(=O)(=O)C2CC2)OC